CON=C(C#CC1=CC=CC=C1)C1=CC=CC=C1 1,3-diphenylprop-2-yn-1-one-O-methyloxime